(1-propoxy(propan-2-yl)oxy)-propan-2-amine C(CC)OCC(C)OCC(C)N